2-[1-[2-[4-[3-[1-(5-chloropyrimidin-2-yl)-4-piperidyl]propoxy]-2-fluoro-phenyl]acetyl]azetidin-3-yl]acetic acid ClC=1C=NC(=NC1)N1CCC(CC1)CCCOC1=CC(=C(C=C1)CC(=O)N1CC(C1)CC(=O)O)F